5-methyl-2,3-dioxoindoline-1-carboxylic acid tert-butyl ester C(C)(C)(C)OC(=O)N1C(C(C2=CC(=CC=C12)C)=O)=O